FC=1C=C(C=CC1C=O)CC1=CC=C(C(=O)O)C=C1 4-[(3-fluoro-4-formyl-phenyl)methyl]benzoic acid